BrC1=CC(=C(C=C1)C(CCCC)O)C1=NN=NN1.[K] Potassium 1-(4-bromo-2-(1H-tetrazol-5-yl)phenyl)pentan-1-ol salt